1-{[6-chloro-5-(trifluoromethyl)(2-pyridyl)]-amino}-4-methyl-3-[(3-methylbutoxy)methyl]azoline-2,5-dione ClC1=C(C=CC(=N1)NN1C(C(=C(C1=O)C)COCCC(C)C)=O)C(F)(F)F